5-phospho-D-ribose 1-diphosphate pentasodium salt C([C@@H]1[C@H]([C@H](C(O1)OP(=O)([O-])OP(=O)([O-])[O-])O)O)OP(=O)(O)[O-].[Na+].[Na+].[Na+].[Na+]